COC(=O)C1=C(C=C(C=C1C)B(O)O)C 4-METHOXYCARBONYL-3,5-DIMETHYLPHENYLBORONIC ACID